C(C(C)C)OC1=C(N=CC=2N1N=C(N2)N[C@@H]2[C@@H](CN(CC2)S(=O)(=O)C)C)C=2C=NNC2 5-Isobutoxy-N-((3R,4S)-3-methyl-1-(methylsulfonyl)piperidin-4-yl)-6-(1H-pyrazol-4-yl)-[1,2,4]triazolo[1,5-a]pyrazin-2-amine